2-(6-fluoro-chroman-4-yl)-acetic acid FC=1C=C2C(CCOC2=CC1)CC(=O)O